C(C)(C)(C)OC(=O)N1CC(C1)CSC(F)(F)F 3-(((trifluoromethyl)thio)methyl)azetidine-1-carboxylic acid tert-butyl ester